(S)-3-amino-3-(6-methoxypyridin-3-yl)propionic acid ethyl ester C(C)OC(C[C@@H](C=1C=NC(=CC1)OC)N)=O